C(CCCCCC)C(CC(C(=O)[O-])(C(=O)[O-])CC(=C)C(=O)OCCCCCCCC)=C 2-(2-heptanylallyl)-2-(2-octyloxycarbonylallyl)-malonate